N-formylmethionyl-leucyl-phenylalanine C(=O)N[C@@H](CCSC)C(=O)N[C@@H](CC(C)C)C(=O)N[C@@H](CC1=CC=CC=C1)C(=O)O